C(C)(C)(C)OC(=O)N1CCC(=CC1)C1=CC(=C(C=C1)C=O)F 4-(3-fluoro-4-formylphenyl)-3,6-dihydropyridine-1(2H)-carboxylic acid tert-butyl ester